2-Amino-2-deoxy-β-D-mannopyranosyl-(1→4)-α-D-glucopyranosyl-(1→2)-L-rhamnose N[C@@H]1[C@@H](O[C@@H]([C@H]([C@@H]1O)O)CO)O[C@H]1[C@@H]([C@H]([C@H](O[C@@H]1CO)O[C@@H](C=O)[C@H](O)[C@@H](O)[C@@H](O)C)O)O